IC=1C=CC(=C(C1)N1C(N(C(CC1)=O)CNC(=O)[C@@H](NC(CCOCCOCCOCCOCCOCCOCCOCCOCCOCCOCCOCCOC)=O)CC(=O)O)=O)OC (S)-40-(((3-(5-iodo-2-methoxyphenyl)-2,6-dioxotetrahydropyrimidine-1(2H)-yl)methyl)carbamoyl)-38-oxo-2,5,8,11,14,17,20,23,26,29,32,35-dodecaoxa-39-azadotetracontan-42-oic acid